2-((3-(2-aminoethyl)-1H-indol-5-yl)oxy)acetic acid NCCC1=CNC2=CC=C(C=C12)OCC(=O)O